N1N=C(C=C1)/C=C/C=1C=C(C=C2C(=NNC(C12)=O)CN)C=1C=NN(C1C1=C(C#N)C(=CC(=C1F)Cl)OC1CC1)C (E)-2-(4-(8-(2-(1H-pyrazol-3-yl)vinyl)-4-(aminomethyl)-1-oxo-1,2-dihydrophthalazine-6-yl)-1-methyl-1H-pyrazol-5-yl)-4-chloro-6-cyclopropoxy-3-fluorobenzonitrile